CC=1C=C2C(CCOC2=CC1)CC#N 2-(6-methylchroman-4-yl)acetonitrile